6-bromo-1H-spiro[[1,8]naphthyridine-3,4'-piperidin]-2(4H)-one 2,2,2-trifluoroacetate FC(C(=O)O)(F)F.BrC=1C=C2CC3(CCNCC3)C(NC2=NC1)=O